NC1=NC=CC=C1C1=NC=2C(=NC(=CC2)C2=CC=CC=C2)N1C1=CC=C(CN(C2CCC(CC2)C#N)C)C=C1 (1r,4r)-4-((4-(2-(2-aminopyridin-3-yl)-5-phenyl-3H-imidazo[4,5-b]pyridin-3-yl)benzyl)(methyl)amino)cyclohexane-1-carbonitrile